(R)-N-Boc-3-hydroxypiperidine CC(C)(C)OC(=O)N1CCC[C@H](C1)O